bis(4-hydroxyphenyl) sulfoxide OC1=CC=C(C=C1)S(=O)C1=CC=C(C=C1)O